(4-methoxyphenyl)(methyl)((5-(5-(trifluoromethyl)-1,2,4-oxadiazol-3-yl)pyridin-2-yl)imino)-λ6-sulfanone COC1=CC=C(C=C1)S(=O)(=NC1=NC=C(C=C1)C1=NOC(=N1)C(F)(F)F)C